C1(CC1)C1C(NC=2C=C(C=C3C2N1C=N3)CO)=O 4-cyclopropyl-8-(hydroxymethyl)-4H-imidazo[1,5,4-de]quinoxalin-5(6H)-one